FC=1C=CC(=NC1)N1C(=C(C2=C1C=C1C=NNC1=C2)C2=CC=C(C(=O)O)C=C2)C2(CCOCC2)O 4-[5-(5-Fluoro-2-pyridinyl)-6-(4-hydroxytetrahydropyran-4-yl)-1H-pyrrolo[2,3-f]indazol-7-yl]benzoic acid